Tetraethyl (((2-(methylthio)thieno[2,3-d]pyrimidin-4-yl)amino)methylene)bis(phosphonate) CSC=1N=C(C2=C(N1)SC=C2)NC(P(OCC)(OCC)=O)P(OCC)(OCC)=O